1-({3,4-difluoro-2-[(2-fluoro-4-iodophenyl)amino]Phenyl}carbonyl)-3-{[(1-methylpropyl)amino]Methyl}azetidin-3-ol FC=1C(=C(C=CC1F)C(=O)N1CC(C1)(O)CNC(CC)C)NC1=C(C=C(C=C1)I)F